ethyl 7-((cyanomethoxy)methyl)imidazo[1,2-a]pyridine-3-carboxylate C(#N)COCC1=CC=2N(C=C1)C(=CN2)C(=O)OCC